3-bromo-2-((S)-1-((S)-2-(2-bromoethoxy)propoxy)ethyl)pyridine BrC=1C(=NC=CC1)[C@H](C)OC[C@H](C)OCCBr